C12(CC3CC(CC(C1)C3)C2)CC(=O)N2CC3(C2)CCN(CC3)C(=O)C3=CC=C(COC2=NN=C(S2)NC(C2=C(C=NC=C2)C2=C(C=CC=C2)OC)=O)C=C3 N-(5-((4-(2-(2-((3r,5r,7r)-adamantan-1-yl)acetyl)-2,7-diazaspiro[3.5]nonane-7-carbonyl)benzyl)oxy)-1,3,4-thiadiazol-2-yl)-3-(2-methoxyphenyl)isonicotinamide